8-[1-[2-(Difluoromethylsulfonyl)anilino]ethyl]-2-(4,4-dimethyl-1-piperidyl)-6-methyl-chromen-4-one FC(S(=O)(=O)C1=C(NC(C)C=2C=C(C=C3C(C=C(OC23)N2CCC(CC2)(C)C)=O)C)C=CC=C1)F